C(C)OC(=O)C=1NC(=C(C1C)Br)C.ClC1=CC=C(CNC(NC2CC3(CC(C3)CNC=O)C2)=O)C=C1 N-((6-(3-(4-chlorobenzyl)ureido)spiro[3.3]hept-2-yl)methyl)formamide Ethyl-4-bromo-3,5-dimethyl-1H-pyrrole-2-carboxylate